1-(4-((2-chloro-5-fluoropyrimidin-4-yl)amino)piperidin-1-yl)prop-2-en-1-one ClC1=NC=C(C(=N1)NC1CCN(CC1)C(C=C)=O)F